FC(C1=NC(=NC=C1)S)(F)F 4-(trifluoromethyl)pyrimidin-2-thiol